5-(4-((1-((1-(5-aminopentyl)-3-(4-(trifluoromethoxy)phenyl)-1H-indol-5-yl)methyl)piperidin-4-yl)methyl)piperazin-1-yl)-2-(2,6-dioxopiperidin-3-yl)isoindoline NCCCCCN1C=C(C2=CC(=CC=C12)CN1CCC(CC1)CN1CCN(CC1)C=1C=C2CN(CC2=CC1)C1C(NC(CC1)=O)=O)C1=CC=C(C=C1)OC(F)(F)F